BrC1=C(N=C2N1C=1C=CC=C(C1C=1C=CC=CC21)C)C=O 3-bromo-8-methylimidazo[1,2-f]phenanthridine-2-formaldehyde